2,5,8,11,14,17,20,23,26,29,32,35-dodecaoxaheptatriacontane-37-amine COCCOCCOCCOCCOCCOCCOCCOCCOCCOCCOCCOCCN